C(C=C)(=O)N1CCC(CC1)OC=1C=C2C(=NC=NC2=CC1OC)NCC=1C=C(C#N)C=CC1 3-(((6-((1-acryloylpiperidin-4-yl)oxy)-7-methoxyquinazolin-4-yl)amino)methyl)benzonitrile